6-(8-((5-(trifluoromethyl)furan-3-yl)sulfonyl)-8-azaspiro[4.5]dec-2-yl)-2-oxa-6-azaspiro[3.3]heptane FC(C1=CC(=CO1)S(=O)(=O)N1CCC2(CCC(C2)N2CC3(COC3)C2)CC1)(F)F